NC1=C(C=C(C=O)C=C1)O 4-AMINO-3-HYDROXYBENZALDEHYDE